C1(=CC=CC=C1)NC(=O)C(=O)NC1=CC=CC=C1 N,N'-diphenyl-oxamide